F[C@@]1(C=2C=C(C=NC2[C@H](CC1)O)C)C(=O)OC (5S,8S)-methyl 5-fluoro-8-hydroxy-3-methyl-5,6,7,8-tetrahydro-quinoline-5-carboxylate